(3r,4r,5s)-5-(4-amino-2-fluoropyrrolo[2,1-f][1,2,4]triazin-7-yl)-4-fluoro-2-methylenetetrahydrofuran-3-ol NC1=NC(=NN2C1=CC=C2[C@H]2[C@@H]([C@@H](C(O2)=C)O)F)F